C(C1=CC=CC=C1)OC(=O)N[C@@H](C(=O)OCCN1CCOCC1)CNC(C1=CC(=CC(=C1)F)CC)=O (R)-2-morpholinoethyl 2-(((benzyloxy)carbonyl)amino)-3-(3-ethyl-5-fluorobenzamido)propanoate